1,1,1-trifluoromethansulfonamide FC(S(=O)(=O)N)(F)F